OC=1C=C(C[C@H](N)C(=O)O)C=CC1 3-hydroxyphenylalanine